C(C)(C)NCCCN N-isopropylpropane-1,3-diamine